P(=O)(OCC1=CC=CC=C1)(OC[N@+]1(CCC[C@@H]2CC3=C(C[C@@H]12)C=CC(=C3OCC3=CC=CC=C3)OCC3=CC=CC=C3)CCC)[O-] benzyl (((1S,4aR,10aR)-6,7-bis(benzyloxy)-1-propyl-1,2,3,4,4a,5,10,10a-octahydrobenzo[g]quinolin-1-ium-1-yl)methyl) phosphate